N1,N2-bis(2-fluoro-6-methylphenyl)oxalamide FC1=C(C(=CC=C1)C)NC(C(=O)NC1=C(C=CC=C1C)F)=O